3-(3-chlorobenzyl)-6-((2,3-dihydro[1,4]benzodioxin-6-yl)methyl)-2,3,4,6-tetrahydropyridine ClC=1C=C(CC2CNC(CC2)CC2=CC3=C(OCCO3)C=C2)C=CC1